NC1=C(C=C(N=N1)C1=C(C=CC=C1)O)N1CC2CCC(C1)N2C2=NC=C(C=N2)C2CCC(CC2)N2CC1(C2)CNC1 2-[6-amino-5-[8-[5-[4-(2,6-diazaspiro[3.3]heptan-2-yl)cyclohexyl]pyrimidin-2-yl]-3,8-diazabicyclo[3.2.1]octan-3-yl]pyridazin-3-yl]phenol